C(=O)C1N(C2=CC=CC=C2C1)C(=O)OCCCC butyl 2-formylindoline-1-carboxylate